5-[3-(benzylamino)propyl]-7-chloro-8-fluoro-2-methylsulfonyl-3H-pyrido[4,3-d]pyrimidin-4-one C(C1=CC=CC=C1)NCCCC1=NC(=C(C=2N=C(NC(C21)=O)S(=O)(=O)C)F)Cl